CC(CCN)C(CCCCCN)C 3,4-dimethyl-1,9-nonanediamine